(S)-1'-(5-((3-chloro-2-methoxy-pyridin-4-yl)thio)pyrazin-2-yl)-5,7-dihydrospiro[cyclopenta[b]pyridine-6,4'-piperidin]-5-amine ClC=1C(=NC=CC1SC=1N=CC(=NC1)N1CCC2(CC1)[C@@H](C=1C(=NC=CC1)C2)N)OC